CCCCCCCCCCCC(=O)OC[C@H](COP(=O)(O)OC[C@H](CO)O)O 1-dodecanoyl-glycero-3-phospho-(1'-sn-glycerol)